2-(5-cyclopropyl-3-(4',6-difluoro-[1,1'-biphenyl]-3-yl)-4-(4-sulfamoylbenzyl)-1H-pyrazol-1-yl)thiazole-4-carboxylic acid C1(CC1)C1=C(C(=NN1C=1SC=C(N1)C(=O)O)C=1C=C(C(=CC1)F)C1=CC=C(C=C1)F)CC1=CC=C(C=C1)S(N)(=O)=O